(S)-10-((R)-3-((4,6-dimethylpyrimidin-2-yl)amino)pyrrolidin-1-yl)-9-fluoro-3-methyl-7-oxo-2,3-dihydro-7H-[1,4]oxazino[2,3,4-ij]quinoline-6-carboxylic acid CC1=NC(=NC(=C1)C)N[C@H]1CN(CC1)C1=C(C=C2C(C(=CN3C2=C1OC[C@@H]3C)C(=O)O)=O)F